C(C)C(COCC(CO)O)CCCC 3-(2-Ethylhexyloxy)Propane-1,2-Diol